2-(diethylamino)-N,N,N-triethylethan-1-aminium C(C)N(CC[N+](CC)(CC)CC)CC